4-Fluoro-N-[2-(2-methylpiperidin-3-yl)thieno[2,3-b]pyridin-4-yl]benzo[d]thiazol-5-amine FC1=C(C=CC2=C1N=CS2)NC2=C1C(=NC=C2)SC(=C1)C1C(NCCC1)C